C(C)(=O)O[C@@H]1[C@H](N(C[C@@H]([C@H]1OC(C)=O)OC(C)=O)CC1CCC2(CC(OC2)(C)C)CC1)C (2r,3r,4r,5s)-1-((3,3-dimethyl-2-oxaspiro[4.5]dec-8-yl) methyl)-2-methylpiperidine-3,4,5-triyl triacetate